C1(CC1)N1CCN(CC1)C1=CC=C2N=C3C(C4=C(C(C3=NC2=C1)=O)N=C(C=C4)C)=O 9-(4-cyclopropylpiperazin-1-yl)-2-methylpyrido[2,3-b]phenazine-5,12-dione